C(CCC)OC1=CC=C(C2=CC(=CC=C12)OCCCC)[S+]1CCCC1 4,7-di-n-butoxynaphthyltetrahydrothiophenium